C1(CC1)\C(\CN1[C@@H](CCN2C1=NC(=CC2=O)N2[C@@H](COCC2)C)C(F)(F)F)=N/OC (S)-9-{2-Cyclopropyl-2-[(E)-methoxyimino]-ethyl}-2-((R)-3-methyl-morpholin-4-yl)-8-trifluoromethyl-6,7,8,9-tetrahydropyrimido[1,2-a]pyrimidin-4-one